COC=1C=C(C=CC1OC)[C@H](CN1C(=C(C(C=C1)=O)O)C)O (R)-1-(2-(3,4-dimethoxyphenyl)-2-hydroxyethyl)-3-hydroxy-2-methylpyridin-4(1H)-one